F[P-](F)(F)(F)(F)F.CN1CCC(CC1)=O N-methyl-4-piperidone hexafluorophosphate salt